ClC=1C=C(C=CC1F)[C@@H]1CC[C@@H]2N(CCN(C2)C(=O)C=2C(=C3C(=NC2)NN=C3)Cl)C1 [(7S,9aS)-7-(3-chloro-4-fluorophenyl)-1,3,4,6,7,8,9,9a-octahydropyrido[1,2-a]pyrazin-2-yl]-(4-chloro-1H-pyrazolo[3,4-b]pyridin-5-yl)methanone